CS(=O)(=O)C(C)C=1C=CC(=NC1)N1N=CC(=C1)C1=CC=NC=C1 4-(1-(5-(1-(methylsulfonyl)ethyl)pyridin-2-yl)-1H-pyrazol-4-yl)pyridine